CC=1N=CC(=NC1C)CC(C1=C(C=CC=C1)/C(/C(=O)OC)=C\OC)=NO (E)-methyl 2-[2-(5,6-dimethylpyrazin-2-ylmethyloximinomethyl)phenyl]-3-methoxyacrylate